cholesterol monosulfate S(=O)(=O)(O)O[C@@H]1CC2=CC[C@H]3[C@@H]4CC[C@H]([C@@H](CCCC(C)C)C)[C@]4(CC[C@@H]3[C@]2(CC1)C)C